5-methylpicolinamide CC=1C=CC(=NC1)C(=O)N